L-ascorbic ACID PALMITATE C(CCCCCCCCCCCCCCC)(=O)O.O=C1C(O)=C(O)[C@H](O1)[C@@H](O)CO